OC1=NC(=NC(=C1)O)S 4,6-dihydroxyl-2-sulfhydryl-pyrimidine